C(#N)C(C)(C)C1=CC=2N(C=C1)C(=CN2)C2=CC(=C(C(=O)NCCN1CCOCC1)C(=C2)OC)OC(F)F 4-[7-(1-cyano-1-methylethyl)imidazo[1,2-a]pyridin-3-yl]-2-(difluoromethoxy)-6-methoxy-N-(2-morpholinoethyl)benzamide